NC1=CC(=NC=N1)CN1CCN(CC1)C1=NC=C(C#N)C=C1 6-(4-((6-aminopyrimidin-4-yl)methyl)piperazin-1-yl)nicotinonitrile